C(C)C=1C(=CC=C2C=C(C=C(C12)C1=C(C=2N=C(N=C(C2C=N1)N1CCC(CCC1)C#N)OC[C@]12CCCN2C[C@@H](C1)F)F)O)F 1-(7-(8-Ethyl-7-fluoro-3-hydroxynaphthalen-1-yl)-8-fluoro-2-(((2R,7aS)-2-fluorotetrahydro-1H-pyrrolizin-7a(5H)-yl)methoxy)pyrido[4,3-d]pyrimidin-4-yl)azepane-4-carbonitrile